(1H-imidazol-2-yl)methanamine hydrochloride Cl.N1C(=NC=C1)CN